(1R,2S,5S)-3-[N-(tert-butoxycarbonyl)-L-valinyl]-6,6-dimethyl-3-azabicyclo[3.1.0]hexane-2-carboxylic acid C(C)(C)(C)OC(=O)N[C@@H](C(C)C)C(=O)N1[C@@H]([C@H]2C([C@H]2C1)(C)C)C(=O)O